CC1=CC=C(C=C1)C1=CC2=C(C3=CC=CC=C3C(=C2C=C1)C1=CC2=CC=CC=C2C=C1)C1=CC2=CC=CC=C2C=C1 2-(4-methylphenyl)-9,10-bis(2-naphthyl)anthracene